C(C)O[Si]1(N(CCC1)CCC[Si](OCC)(OCC)C)OCC 2,2-diethoxy-N-(methyldiethoxysilylpropyl)-1-aza-2-silacyclopentane